C1(CCC1)N1C=CC2=C1N=C(N=C2CN2CCCC2)C=2C=C1CN(C(C1=CC2)=O)C2C(NC(CC2)=O)=O 3-(5-(7-cyclobutyl-4-(pyrrolidin-1-ylmethyl)-7H-pyrrolo[2,3-d]pyrimidin-2-yl)-1-oxoisoindolin-2-yl)piperidine-2,6-dione